1-(2-methylphenyl)urea CC1=C(C=CC=C1)NC(=O)N